NC=1NC(=C(C(C1C(=O)OC)C=1C2=C(SC1)C(=CC=C2)C#N)C(=O)OC)C Dimethyl 2-amino-4-(7-cyanobenzo[b]thiophen-3-yl)-6-methyl-1,4-dihydropyridin-3,5-dicarboxylat